(3R,8S*)-N-(3-Cyano-4-fluorophenyl)-11,11-difluoro-8-(hydroxyethyl)-3-methyl-3,4,8,9,10,11-hexahydro-1H-pyrido[4',3':3,4]pyrazolo[1,5-a]azepine-2(7H)-carboxamide C(#N)C=1C=C(C=CC1F)NC(=O)N1CC=2C(=NN3C2C(CC[C@H](C3)CCO)(F)F)C[C@H]1C |o1:22|